C(C)(C)(C)OC(=O)N[C@H](C(=O)O)CCS(=O)(=N)CCC(C)(C)C (2S)-2-((tert-butoxycarbonyl)amino)-4-(3,3-dimethylbutylsulfonimidoyl)butanoic acid